C1(CCCC1)N(C1=C(C=NC2=CC=C(C=C12)C#N)[N+](=O)[O-])CC1=CC(=C(C=C1)C)C 4-(cyclopentyl-(3,4-dimethylbenzyl)amino)-3-nitroquinoline-6-carbonitrile